N,N'-bis(2,2,6,6-tetramethyl-4-piperidyl)-N,N'-di-formylhexamethylenediamine CC1(NC(CC(C1)N(CCCCCCN(C=O)C1CC(NC(C1)(C)C)(C)C)C=O)(C)C)C